N[C@@H](CC(=O)OCCCC)C(=O)NCCC1=CC(=CC=C1)OC Butyl (S)-3-amino-4-((3-methoxyphenethyl)amino)-4-oxobutanoate